tert-butyl (1S,2R)-2-(4-chloro-2-(2,4-dimethoxybenzyl)-7-fluoro-1,1-dimethyl-3-oxo-2,3-dihydro-1H-pyrrolo[3,4-c]pyridin-6-ylamino)cyclohexylcarbamate ClC1=NC(=C(C2=C1C(N(C2(C)C)CC2=C(C=C(C=C2)OC)OC)=O)F)N[C@H]2[C@H](CCCC2)NC(OC(C)(C)C)=O